(S)-4-(5-(1-amino-1,3-dihydrospiro[indene-2,4'-piperidin]-1'-yl)-7-((2-(trimethylsilyl)ethoxy)methyl)-7H-imidazo[1,2-c]pyrrolo[3,2-e]pyrimidin-9-yl)-1-naphthol N[C@@H]1C2=CC=CC=C2CC12CCN(CC2)C2=NC1=C(C=3N2C=CN3)C(=CN1COCC[Si](C)(C)C)C1=CC=C(C3=CC=CC=C13)O